(S)-(6-hydrazineylpyridin-3-yl)(imino)(methyl)-λ6-sulfanone N(N)C1=CC=C(C=N1)[S@@](=O)(C)=N